bisphosphonate monosodium trihydrate O.O.O.[Na+].P([O-])(O)=O.P(O)(O)=O